C(C1=CC=CC=C1)OC(C[C@@H]1CC[C@@H](N1C(=O)OC(C)(C)C)C(=O)OC)=O 1-(tert-butyl) 2-methyl (2R,5S)-5-(2-(benzyloxy)-2-oxoethyl)-pyrrolidine-1,2-dicarboxylate